C(C)C1CCC(C(N1C=1C=NN(C1)CC(C)(C)O)=O)C(=O)NN 6-ethyl-1-(1-(2-hydroxy-2-methylpropyl)-1H-pyrazol-4-yl)-2-oxopiperidine-3-carbohydrazide